BrC1=C(C(=C(NC)C=C1)[N+](=O)[O-])C 4-bromo-N,3-dimethyl-2-nitroaniline